3,3-difluoroprop-2-en-1-amine FC(=CCN)F